α-cyclobutylmethylglycine C1(CCC1)CC(N)C(=O)O